N(=C=S)C1=NN2C(C(CCC2)(C)C)=C1 2-isothiocyanato-4,4-dimethyl-4,5,6,7-tetrahydropyrazolo[1,5-a]pyridine